C(C)(C)(C)C=1C=C(CC=2C(=C(C=CC2)CC2=CC(=C(C(=C2)C(C)(C)C)O)C(C)(C)C)CC2=CC(=C(C(=C2)C(C)(C)C)O)C(C)(C)C)C=C(C1O)C(C)(C)C tris(3',5'-di-tert-butyl-4-hydroxybenzyl)benzene